FC(C(=O)O)(F)F.FC1=C(C=CC(=C1)F)S(=O)(=O)NC=1C(=NC=C(C1)C=1C=C2C(=CC=NC2=C(C1)F)N1CCNCC1)OC 2,4-Difluoro-N-(5-(8-fluoro-4-(piperazin-1-yl)quinolin-6-yl)-2-methoxypyridin-3-yl)benzenesulfonamide trifluoroacetate